5'-(2-(((1r,4r)-4-aminocyclohexyl)amino)-1-phenylethyl)-2'-chloro-6-fluoro-5-(pyridin-2-ylmethoxy)-[1,1'-biphenyl]-2-carboxamide trifluoroacetate FC(C(=O)O)(F)F.NC1CCC(CC1)NCC(C1=CC=CC=C1)C=1C=CC(=C(C1)C=1C(=CC=C(C1F)OCC1=NC=CC=C1)C(=O)N)Cl